3-ETHYL-4,5-DIHYDROISOXAZOLE-5-CARBOXYLIC ACID C(C)C1=NOC(C1)C(=O)O